(5R,6S,7S)-3a-(4-methyl-3-((5-chlorothien-2-yl)methyl)phenyl)-5-(hydroxymethyl)-2-methyl-5,6,7,7a-tetrahydro-3aH-pyrano[2,3-d]oxazole-6,7-diol CC1=C(C=C(C=C1)C12N=C(OC1[C@H]([C@@H]([C@H](O2)CO)O)O)C)CC=2SC(=CC2)Cl